(S)-2-((2-amino-4-methylpentyl)oxy)-5-(2-methoxypyridin-4-yl)benzonitrile N[C@H](COC1=C(C#N)C=C(C=C1)C1=CC(=NC=C1)OC)CC(C)C